C(N)(OCCC=1N(C2=CC=CC=C2C1CNS(=O)(=O)C)C1CCN(CC1)[C@@H]1CC[C@@H](CC1)C(C)(C)C)=O 2-(1-(1-(cis-4-(tert-butyl)cyclohexyl)piperidin-4-yl)-3-(methylsulfonamidomethyl)-1H-indol-2-yl)ethyl carbamate